NC1=C2N=CN(C2=NC(=N1)F)[C@H]1C[C@@H]([C@@](O1)(C)CO)O (2R,3S,5R)-5-(6-amino-2-fluoro-9H-purin-9-yl)-2-(hydroxymethyl)-2-methyltetrahydrofuran-3-ol